4-(4-hydroxy-methyl-3-methoxyphenoxy)-butyric acid OC1=C(C(=C(OCCCC(=O)O)C=C1)C)OC